CC1CN(CCC1CNC(=O)C1=NOC(=N1)C1(CC1)C)C=1C=2N(C=C(N1)C=1C=NN(C1)C)N=CC2 ((3-methyl-1-(6-(1-methyl-1H-pyrazol-4-yl)pyrazolo[1,5-a]pyrazin-4-yl)piperidin-4-yl)methyl)-5-(1-methylcyclopropyl)-1,2,4-oxadiazole-3-carboxamide